C(C)N1C(N([C@H]2C[C@H](O)[C@@H](CO)O2)C=CC1=N)=O N3-Ethyl-deoxycytidine